trityl-4,5,6,7-tetrahydropyrazolo[1,5-a]pyridine-3-sulfonimidamide C(C1=CC=CC=C1)(C1=CC=CC=C1)(C1=CC=CC=C1)C1=NN2C(CCCC2)=C1S(=O)(N)=N